O(C1=CC=CC=C1)C=1C=C(C=CC1)C1NOCC1 3-(3-phenoxyphenyl)isoxazolidine